O=C1NC(CCC1N1C(N(C2=C1C=CC(=C2)CC2(CCN(CC2)C(=O)OCC2=CC=CC=C2)OC)C)=O)=O benzyl 4-[[1-(2,6-dioxo-3-piperidyl)-3-methyl-2-oxo-benzimidazol-5-yl] methyl]-4-methoxy-piperidine-1-carboxylate